C(C)OC(=O)C1=NC(=NC(=C1N)C1=C2C=NN(C2=CC=C1C)C1OCCCC1)C=1C(=NC(=CC1)Cl)N 5-amino-2-(2-amino-6-chloro-3-pyridinyl)-6-(5-methyl-1-tetrahydropyran-2-yl-indazol-4-yl)pyrimidine-4-carboxylic acid ethyl ester